tert-butyl 2-([[2,6-dimethoxy-4-(4,4,5,5-tetramethyl-1,3,2-dioxaborolan-2-yl)phenyl]methyl] (methyl)amino)acetate COC1=C(C(=CC(=C1)B1OC(C(O1)(C)C)(C)C)OC)CN(CC(=O)OC(C)(C)C)C